Cl.NCC(=O)C1=CC=NN1CC 2-amino-1-(1-ethyl-1H-pyrazol-5-yl)ethan-1-one hydrogen chloride